1-(phenylethynyl)-2-(Vinyloxy)benzene C1(=CC=CC=C1)C#CC1=C(C=CC=C1)OC=C